6-(4-acetylpiperazin-1-yl)-N-benzyl-N-methyl-3,4-dihydroisoquinoline-2(1H)-methanesulfonamide C(C)(=O)N1CCN(CC1)C=1C=C2CCN(CC2=CC1)CS(=O)(=O)N(C)CC1=CC=CC=C1